BrC=1C=C(C(=NC1)C(C)S(=O)(=O)C)C(F)(F)F 5-bromo-2-(1-methanesulfonylethyl)-3-(trifluoromethyl)pyridine